C(#N)C=1C(=CC(=NC1)OC)C(C(=O)O)C 2-(5-cyano-2-methoxypyridin-4-yl)propanoic acid